C(C=1C(C(=O)OCC(CC)CC)=CC=CC1)(=O)OCC(CC)CC di(2-ethyl butyl) phthalate